C(C)(=O)NC(CCN1CC=C(C=2NC=3C=C(C=CC3C21)C#N)NC(C)C)(C)C N-(3-acetamido-3-methylbutyl)-7-cyano-4-(isopropylamino)-5H-pyrido[3,2-b]indole